(1R)-1-methyl-4-[(1-methylpyrazol-4-yl)methyl]-1H,2H-imidazo[1,2-a]quinazolin-5-one C[C@@H]1CN=C2N1C1=CC=CC=C1C(N2CC=2C=NN(C2)C)=O